sodium metabisulphite, sodium salt [Na+].S(=O)(=O)([O-])S(=O)[O-].[Na+]